C1(CCC1)OC1=NC=2N(C=C1C(=O)NC=1C(N(C=CC1)C1C(C1)F)=O)C=C(N2)[C@@]21CO[C@@](C2)(C1)CF Cis-7-cyclobutoxy-N-(1-(2-fluorocyclopropyl)-2-oxo-1,2-dihydropyridin-3-yl)-2-(1-(fluoromethyl)-2-oxabicyclo[2.1.1]hexan-4-yl)imidazo[1,2-a]pyrimidine-6-carboxamide